C(C=C)OP(OC(C#C)(C)C)(=O)CC=C 2-propenylphosphonic acid (1,1-dimethyl-2-propynyl) (2-propenyl) ester